(S)-4-((2-(1H-pyrazol-4-yl)ethyl)amino)-N-(1-(6-fluoropyridin-2-yl)ethyl)-5,6-dimethylpyrimidine-2-carboxamide N1N=CC(=C1)CCNC1=NC(=NC(=C1C)C)C(=O)N[C@@H](C)C1=NC(=CC=C1)F